[N+](=O)([O-])C1=C(C=CC=C1)S(=O)(=O)N1CCN(CC1)[C@H]1C=2C(NCC1)=C(N(N2)C2=CC=C(C=C2)OC2=CC(=CC=C2)C(F)(F)F)C(=O)O (7R)-7-[4-(2-nitrobenzene-1-sulfonyl)piperazin-1-yl]-2-{4-[3-(trifluoromethyl)phenoxy]phenyl}-4,5,6,7-tetrahydro-2H-pyrazolo[4,3-b]pyridine-3-carboxylic acid